CC1=C(C(=CC=C1S(=O)(=O)C)C)Cl 2,6-dimethyl-3-methanesulfonyl-chlorobenzene